5-(tert-butyl)-N-(2-methyl-4-(5-(4-(piperidin-4-yl)phenyl)-1H-pyrazolo[3,4-b]Pyridin-3-yl)benzyl)-1,2,4-oxadiazole-3-carboxamide C(C)(C)(C)C1=NC(=NO1)C(=O)NCC1=C(C=C(C=C1)C1=NNC2=NC=C(C=C21)C2=CC=C(C=C2)C2CCNCC2)C